CC(C)(C)[S@](=O)N[C@]1(CCOC2=CC=CC=C12)CCC1C(NC(N(C1=O)C1CCOCC1)=O)=O (S)-2-methyl-N-((4S)-4-(2-(2,4,6-trioxo-1-(tetrahydro-2H-pyran-4-yl)hexahydropyrimidin-5-yl)ethyl)chroman-4-yl)propane-2-sulfinamide